1-(bromomethyl)cyclopropylmethanol BrCC1(CC1)CO